ClC=1C=CC(=C2C(=CNC12)C=O)OC 7-CHLORO-4-METHOXYINDOLE-3-CARBOXALDEHYDE